(R)-2-(2'-(1-cyanocyclopropyl)-[1,1'-biphenyl]-4-yl)-2-(3-(2-ethynylthiazol-4-yl) ureido)-ethyl carbamate C(N)(OC[C@H](NC(=O)NC=1N=C(SC1)C#C)C1=CC=C(C=C1)C1=C(C=CC=C1)C1(CC1)C#N)=O